bismaleimidyl-di(3-ethylphenyl)methane C1(C=CC(N1C(C1=CC(=CC=C1)CC)(C1=CC(=CC=C1)CC)N1C(C=CC1=O)=O)=O)=O